(2S)-1-(2-((2-(3-benzoylphenyl)propanoyl)oxy)ethyl)-2-((2,6-dimethylphenyl)carbamoyl)-1-propylpiperidin-1-ium C(C1=CC=CC=C1)(=O)C=1C=C(C=CC1)C(C(=O)OCC[N+]1([C@@H](CCCC1)C(NC1=C(C=CC=C1C)C)=O)CCC)C